N-(3-(1H-imidazol-1-yl)propyl)-5-(thiophen-2-yl)isoxazole-3-carboxamide N1(C=NC=C1)CCCNC(=O)C1=NOC(=C1)C=1SC=CC1